C(C)OC(=O)CCN(CCC[Si](OCC)(OCC)OCC)CCC[Si](OCC)(OCC)OCC N-(ethoxycarbonylethyl)-N,N-bis(3-triethoxysilylpropyl)amine